(E)-N-(1-(5-((5-(dimethylamino)-3,4-dihydroxy-6-methyltetrahydro-2H-pyran-2-yl)oxy)-6-methyltetrahydro-2H-pyran-2-yl)-2-oxo-1,2-dihydropyrimidin-4-yl)-4-methylpent-2-enamide CN(C1C(C(C(OC1C)OC1CCC(OC1C)N1C(N=C(C=C1)NC(\C=C\C(C)C)=O)=O)O)O)C